C(C)C=1/C(/C2=CC=C(C=C2C1CC(=O)O)F)=C/C1=CC(=CC=C1)OC1=CC=CC=C1 (Z)-2-(2-ethyl-5-fluoro-1-(3-phenoxybenzylidene)-1H-inden-3-yl)acetic acid